RAC-glutaric acid anhydride C1(CCCC(=O)O1)=O